NC1=NC=C2N(C(N(C2=N1)[C@@H]1O[C@@H](C[C@H]1O)[C@H](CC)O)=O)CC1CC1 2-amino-7-(cyclopropylmethyl)-9-((2R,3R,5S)-3-hydroxy-5-((S)-1-hydroxypropyl)tetrahydrofuran-2-yl)-7,9-dihydro-8H-purin-8-one